(R)-8-cyclopentyl-7-ethyl-2-{[6-methoxy-1-(methylsulfonyl)indol-5-yl]amino}-5-methyl-7,8-dihydropterin C1(CCCC1)N1C(CN(C=2C(N[C@](NC12)(N)NC=1C=C2C=CN(C2=CC1OC)S(=O)(=O)C)=O)C)CC